1-((3S,4R)-3-((5-chloro-2-((1-ethyl-1H-pyrazol-4-yl)amino)-7H-pyrrolo[2,3-d]pyrimidin-4-yl)oxy)-4-fluoropyrrolidin-1-yl)prop-2-en-1-one ClC1=CNC=2N=C(N=C(C21)O[C@H]2CN(C[C@H]2F)C(C=C)=O)NC=2C=NN(C2)CC